C1(=CC=CC=C1)C#C phenyl-vinylene